C(CC[C@@H](C(=O)O)NC(=O)C1=CC=C(NC[C@@H]2CNC=3N=C(N)NC(=O)C3N2)C=C1)(=O)O.OC1[C@H](N)[C@@H](O)[C@@H](O)[C@H](O1)CO D-galactosamine (6R,S)-tetrahydrofolate